(6R)-2-(3-aminopropyl)-6-methyl-4,5,6,7-tetrahydropyrazolo[4,3-c]Pyridine NCCCN1N=C2C(CN[C@@H](C2)C)=C1